ClC1=C(C=NN1CC1=C(C=CC=C1F)F)CCNC1(CC1)C(F)F 5-chloro-1-(2,6-difluorobenzyl)-4-(2-((1-(difluoromethyl)cyclopropyl)amino)ethyl)-1H-pyrazole